zinc calcium sodium sulfate S(=O)(=O)([O-])[O-].[Na+].[Ca+2].[Zn+2]